(2S)-(TETRAHYDRO-2-FURANYL)-5-HEXENE-2-SULFONAMIDE O1C(CCC1)C[C@H](CCC=C)S(=O)(=O)N